Cl.FC=1C=C(C=CC1)C1=CC(=CC=C1)C[C@@H]1NCC[C@@H]1NC(OCC1=CC=CC=C1)=O Benzyl {cis-2-[(3'-fluoro[1,1'-biphenyl]-3-yl)methyl]pyrrolidin-3-yl}carbamate Hydrochloride